5-cyanonicotinate (2-((2-(4-chlorophenoxy)-2-methylpropanoyl) oxy) ethyl 5-cyanonicotinate) ClC1=CC=C(OC(C(=O)OCCC2=C(C(=O)O)C=C(C=N2)C#N)(C)C)C=C1.C(#N)C=1C=NC=C(C(=O)O)C1